COC=1C=[N+](C=CC1[N+](=O)[O-])[O-] 3-methoxy-4-nitro-1-oxido-pyridin-1-ium